2-(((7-fluorobenzo[d]thiazol-2-yl)(4-methoxyphenethyl)amino)-methyl)benzo[d]oxazole-5-carboxylic acid FC1=CC=CC=2N=C(SC21)N(CCC2=CC=C(C=C2)OC)CC=2OC1=C(N2)C=C(C=C1)C(=O)O